acryloxybutyl succinate C(CCC(=O)[O-])(=O)OCCCCOC(C=C)=O